N1=C(N=CC=C1)N1N=C(C(=C1N)C1=CCCC(C1)C(F)(F)F)C(F)(F)F 2-pyrimidin-2-yl-5-(trifluoromethyl)-4-[5-(trifluoromethyl)cyclohexen-1-yl]pyrazol-3-amine